I.C(CC1=CC=CC=C1)[NH3+] phenethyl-ammonium hydroiodide